C1(=CC=CC=C1)CC(=O)NC1=CC=CC(=N1)S(=O)(=O)NC(=O)C=1C(=NC(=CC1)C1=CCCN(C1)C(CC1=CC=CC=C1)=O)N1C(C[C@@H](C1)C)(C)C N-[[6-[(2-Phenylacetyl)amino]-2-pyridyl]sulfonyl]-6-[1-(2-phenylacetyl)-3,6-dihydro-2H-pyridin-5-yl]-2-[(4S)-2,2,4-trimethylpyrrolidin-1-yl]pyridin-3-carboxamid